C(C)(C)OC(=O)C=1C(=C(N2C=CC(=C2C1)C1=CC=NN1C)C(=C)N1CCOCC1)C 6-methyl-1-(1-methyl-1H-pyrazol-5-yl)-5-(1-morpholinovinyl)indolizine-7-carboxylic acid isopropyl ester